N-(2-((4-Acetaminophenyl)(ethyl)amino)-5-chlorobenzyl)-2-chloro-N-(furan-2-ylmethyl)benzamide N(C(=O)C)C1=CC=C(C=C1)N(C1=C(CN(C(C2=C(C=CC=C2)Cl)=O)CC=2OC=CC2)C=C(C=C1)Cl)CC